4-chloro-2-cyclopropyl-1H-indole ClC1=C2C=C(NC2=CC=C1)C1CC1